manganese (hydroxyl) oxide OOO.[Mn]